3-(4-((trimethylsilyl)ethynyl)benzyl)pyrrolidin-2-one C[Si](C)(C)C#CC1=CC=C(CC2C(NCC2)=O)C=C1